N-(7-((5-bromo-2-((5-chloro-2-methoxy-4-(4-(4-methylpiperazin-1-yl)piperidin-1-yl)phenyl)Amino)pyrimidin-4-yl)amino)quinoxalin-6-yl)-N-methylmethanesulfonamide BrC=1C(=NC(=NC1)NC1=C(C=C(C(=C1)Cl)N1CCC(CC1)N1CCN(CC1)C)OC)NC1=C(C=C2N=CC=NC2=C1)N(S(=O)(=O)C)C